C(C)OC(=O)C1=NN(C2=C1CN([C@@H](C2)C)C(C2=CC(=C(C=C2)Cl)Cl)=O)C2OCCCC2 (6R)-5-(3,4-dichlorobenzoyl)-6-methyl-1-(tetrahydro-2H-pyran-2-yl)-4,5,6,7-tetrahydro-1H-pyrazolo[4,3-c]Pyridine-3-carboxylic acid ethyl ester